5-[(4S,9aS)-4-methyl-1,3,4,6,7,8,9,9a-octahydropyrazino[1,2-a]pyrazin-2-yl]-2-deuterio-quinoline-8-carbonitrile C[C@H]1CN(C[C@H]2N1CCNC2)C2=C1C=CC(=NC1=C(C=C2)C#N)[2H]